5-((4-Chloro-2-nitrophenyl)amino)-1-methyl-1H-pyrazole-4-carbaldehyde ClC1=CC(=C(C=C1)NC1=C(C=NN1C)C=O)[N+](=O)[O-]